(2R,3S)-2-(3-(4-chloro-1H-benzo[d]imidazol-1-yl)propyl)piperidin-3-ol dihydrochloride Cl.Cl.ClC1=CC=CC=2N(C=NC21)CCC[C@H]2NCCC[C@@H]2O